1-(2-methylthio-oxazol-5-yl)ethanone CSC=1OC(=CN1)C(C)=O